3-(Anilinomethylene)-2-chloro-1-cyclohexen N(C1=CC=CC=C1)C=C1C(=CCCC1)Cl